1-(5-bromopyridin-2-yl)-3-methyl-2,3,4,9-tetrahydro-1H-pyrido[3,4-b]Indole BrC=1C=CC(=NC1)C1NC(CC2=C1NC1=CC=CC=C21)C